N-(2-pyridylmethyl)ethylamine N1=C(C=CC=C1)CNCC